[3-(2-azaspiro[3.3]heptan-6-ylmethyl)phenyl]-imino-methyl-oxo-λ6-sulfane C1NCC12CC(C2)CC=2C=C(C=CC2)S(=O)(C)=N